3-amino-5-cyclohexylbenzonitrile NC=1C=C(C#N)C=C(C1)C1CCCCC1